C(=S)SN(C)C.[Na] sodium N,N-dimethylamino dithioformate